[3-[cyclopropylmethyl-[[2-fluoro-4-(trifluoromethyl)phenyl]methyl]amino]azetidin-1-yl]-[6-(5-cyclopropyl-4H-1,2,4-triazol-3-yl)-2-azaspiro[3.3]heptan-2-yl]methanone C1(CC1)CN(C1CN(C1)C(=O)N1CC2(C1)CC(C2)C2=NN=C(N2)C2CC2)CC2=C(C=C(C=C2)C(F)(F)F)F